C1(=CC=CC=C1)C1=C(N=CN1)C=1SC=CC1 5-phenyl-4-(thiophen-2-yl)-1H-imidazol